C1(CC1)S(=O)(=O)NC1=CC(=C(OC=2C=C(OCCOC3CCN(CC3)C(=O)OC(C)(C)C)C=CC2)C=C1)C=1C2=C(C(N(C1)C)=O)NC=C2 tert-butyl 4-[2-[3-[4-(cyclopropylsulfonylamino)-2-(6-methyl-7-oxo-1H-pyrrolo[2,3-c]pyridin-4-yl)phenoxy]phenoxy]ethoxy]piperidine-1-carboxylate